N-(4-((3S,5R)-3-amino-5-methylpiperidin-1-yl)pyridin-3-yl)-2,2',6,6'-tetrafluoro-4'-(1,4-oxazepan-4-yl)-[1,1'-biphenyl]-3-carboxamide dihydrochloride Cl.Cl.N[C@@H]1CN(C[C@@H](C1)C)C1=C(C=NC=C1)NC(=O)C=1C(=C(C(=CC1)F)C1=C(C=C(C=C1F)N1CCOCCC1)F)F